C(#N)C1=NC=C(C(=C1)CNC(C1=CC(=C(C=C1)C(F)(F)F)F)=O)OC N-[(2-cyano-5-methoxypyridin-4-yl)methyl]-3-fluoro-4-(trifluoromethyl)benzamide